methyl 3-(benzyloxy)-4-oxo-5-((2,4,6-trifluorobenzyl)carbamoyl)-1-((3-vinyltetrahydrofuran-3-yl)amino)-1,4-dihydropyridine-2-carboxylate C(C1=CC=CC=C1)OC1=C(N(C=C(C1=O)C(NCC1=C(C=C(C=C1F)F)F)=O)NC1(COCC1)C=C)C(=O)OC